di-tert-butyl 3-phenyl-4,6-dihydropyrrolo[3,4-c]pyrazole-1,5-dicarboxylate C1(=CC=CC=C1)C=1C2=C(N(N1)C(=O)OC(C)(C)C)CN(C2)C(=O)OC(C)(C)C